N-{(3R,4S)-4-fluoro-1-[5-(2',5,6'-trifluoro[1,1'-biphenyl]-2-yl)-4,5-dihydro-1,2-oxazol-3-yl]pyrrolidin-3-yl}methanesulfonamide F[C@@H]1[C@@H](CN(C1)C1=NOC(C1)C1=C(C=C(C=C1)F)C1=C(C=CC=C1F)F)NS(=O)(=O)C